C(C)OC1=NC(=NC=C1C(=O)NC1=CC2=CN(N=C2C=C1)C)N1CC(C1)NC 4-ethoxy-N-(2-methyl-2H-indazol-5-yl)-2-(3-(methylamino)azetidin-1-yl)pyrimidine-5-carboxamide